OCCN(CCNC(C(CCSCCC(=O)OCCCCCCCCC=CCC=CCCCCC)NC(C(CCCCCCCC)CCCCCC)=O)=O)CCO octadeca-9,12-dien-1-yl 3-((4-((2-(bis(2-hydroxyethyl)amino)ethyl)amino)-3-(2-hexyldecanamido)-4-oxobutyl)thio)propanoate